2-fluorophenyl dimethyl phosphate P(=O)(OC1=C(C=CC=C1)F)(OC)OC